C1(CC1)N1N=C(C=C(C1=O)N1C[C@@H](O[C@@H](C1)C)C)C1=NNC2=CC=C(C=C12)OC1(CC1)C 2-Cyclopropyl-4-((2S,6R)-2,6-dimethylmorpholino)-6-(5-(1-methylcyclopropoxy)-1H-indazol-3-yl)pyridazin-3(2H)-one